C1(CC1)CC(=S)NC=1C=CC(=NC1)N1N=CN=C1[C@H](C)NC(OC(C)(C)C)=O Tert-butyl [(1S)-1-(1-{5-[(2-cyclopropylethanethioyl)amino]pyridin-2-yl}-1H-1,2,4-triazol-5-yl)ethyl]carbamate